ClC=1C=C(C=C(C1)N1CCC(CC1)CO)C(=O)N1CCN(CC1)C=1OC=2C(=NC(=CC2)C)N1 [3-chloro-5-[4-(hydroxymethyl)-1-piperidyl]phenyl]-[4-(5-methyloxazolo[4,5-b]pyridin-2-yl)piperazin-1-yl]methanone